CO[C@H]1[C@@H](SC2=C(C=CC(=C2)Cl)Cl)O[C@@H]([C@@H]([C@@H]1N1N=NC(=C1)C=1SC=CN1)O)CO 2,5-dichlorophenyl 3-deoxy-2-O-methyl-3-[4-(2-thiazolyl)-1H-1,2,3-triazol-1-yl]-1-thio-alpha-D-galactopyranoside